C(C)(C)(C)OC(NC1CC2(C1)CCN(CC2)C2=C(C=C(C=C2)N)C(F)(F)F)=O tert-butyl(7-(4-amino-2-(trifluoromethyl)phenyl)-7-azaspiro[3.5]nonan-2-yl)carbamate